CC=1C=C2C=C(C(NC2=CC1)=O)C[C@@H](C(=O)OC)NCC1=CC(=C(C(=C1)OC)OC)OC Methyl (S)-3-(6-methyl-2-oxo-1,2-dihydroquinolin-3-yl)-2-((3,4,5-trimethoxybenzyl)amino)propanoate